CC=1C=C(C(=C(O)C1)O)O 5-Methylpyrogallol